4-(3-fluoro-4-cyanophenyl)-thiophene-2-carbaldehyde FC=1C=C(C=CC1C#N)C=1C=C(SC1)C=O